3-(6-((1-(5-chloro-4-((1-methyl-2-oxo-1,2,3,4-tetrahydroquinolin-6-yl)amino)pyrimidin-2-yl)piperidin-4-yl)amino)-1-methyl-1H-indazol-3-yl)piperidine-2,6-dione ClC=1C(=NC(=NC1)N1CCC(CC1)NC1=CC=C2C(=NN(C2=C1)C)C1C(NC(CC1)=O)=O)NC=1C=C2CCC(N(C2=CC1)C)=O